OC=1C=C(C=CC1O)/C=C/C(=O)O[C@@H]1C[C@@](C[C@H]([C@H]1O)O)(C(=O)O)O (1S,3R,4R,5R)-3-{[(2E)-3-(3,4-dihydroxyphenyl)prop-2-enoyl]oxy}-1,4,5-trihydroxycyclohexanecarboxylic acid